FC1(NC(C=2C1=NC(=CC2)NC2=NC=C(C(=N2)N[C@H](CO)C2=CC=CC=C2)C2=NC=NO2)=O)F (S)-7,7-difluoro-2-((4-((2-hydroxy-1-phenylethyl)amino)-5-(1,2,4-oxadiazol-5-yl)pyrimidin-2-yl)amino)-6,7-dihydro-5H-pyrrolo[3,4-b]pyridin-5-one